C(C)(C)(C)OC(=O)N1[C@H](C[C@H](C1)N(C)C)C(=O)O (2R,4R)-1-(tert-butoxycarbonyl)-4-(dimethylamino)pyrrolidine-2-carboxylic acid